3,6-bis(anthraniloyl)-N-isopropylcarbazole C(C=1C(N)=CC=CC1)(=O)C=1C=CC=2N(C3=CC=C(C=C3C2C1)C(C=1C(N)=CC=CC1)=O)C(C)C